1-(4-(hexyloxy)phenyl)piperazine C(CCCCC)OC1=CC=C(C=C1)N1CCNCC1